ClC1=CC2=C(N(C(N=C2N2[C@H](CN(CC2)C(=O)OC(C)(C)C)C)=O)C2=NC=NC=C2C(C)C)N=C1C1=C(C=CC=C1)F (3S)-tert-Butyl 4-(6-chloro-7-(2-fluorophenyl)-1-(5-isopropylpyrimidin-4-yl)-2-oxo-1,2-dihydropyrido[2,3-d]pyrimidin-4-yl)-3-methylpiperazine-1-carboxylate